C(CC)(=O)OC1=CC(=CC(=C1)C(C)(C)C)C(C)(C)C (3,5-di-tert-butylphenyl) propionate